C(CCC)N1C(N(C(C(C1=O)=C(N)N)=O)C1CCC(CC1)(CN1C(NC(C(=C1)C)=O)=O)CO)=O 1-Butyl-5-(diaminomethylene)-3-((1r,4r)-4-(hydroxymethyl)-4-((5-methyl-2,4-dioxo-3,4-dihydropyrimidin-1(2H)-yl)methyl)cyclohexyl)pyrimidine-2,4,6(1H,3H,5H)-trione